5-[2-(3-chlorophenylamino)ethenyl]-4-cyano-3-(2-chlorophenyl)isoxazole ClC=1C=C(C=CC1)NC=CC1=C(C(=NO1)C1=C(C=CC=C1)Cl)C#N